C(C1=CC=CC=C1)(=O)N1[C@](CCCC1)(C(=O)OC)CC |r| racemic-methyl 1-benzoyl-2-ethylpiperidine-2-carboxylate